O1C(=NC2=C1C=CC=C2)C2=CC=C(C=C2)N(C2=CC=C(C=C2)C2=CC=C(C=C2)C2=CC=C(C=C2)N(C2=CC=CC=C2)C2=CC=C(C=C2)C=2OC1=C(N2)C=CC=C1)C1=CC=CC=C1 N,N'-bis{4-(benzoxazol-2-yl)phenyl}-N,N'-diphenyl-4,4''-diamino-1,1':4',1''-terphenyl